N1=CC=CC=2C(=CC=CC12)S(=O)(=O)NC1=C(C=CC=C1)C#CC1=CC=C(C(=O)O)C=C1 4-{2-[2-(quinoline-5-sulfonamido)phenyl]ethynyl}benzoic acid